[N+3].P(=O)([O-])([O-])[O-].[K+] potassium phosphate nitrogen